6-aminoethylphthalic acid NCCC=1C=CC=C(C1C(=O)O)C(=O)O